N1C(=CC2=CC=CC=C12)C(=O)N1CCN(CC1)C(C(=O)NCC1CC2(CC(N2)=O)C1)=O 2-(4-(1H-indole-2-carbonyl)piperazin-1-yl)-2-oxo-N-((2-oxo-1-azaspiro[3.3]heptan-6-yl)methyl)acetamide